6-(chloromethyl)-3-(1-(6-fluoro-5-methoxypyridin-3-yl)ethyl)quinazolin-4(3H)-one ClCC=1C=C2C(N(C=NC2=CC1)C(C)C=1C=NC(=C(C1)OC)F)=O